tert-butyl 4-(7-(4-cyclopropylpiperazin-1-yl)pyrido[3,2-d]pyrimidin-4-yl)piperidine-1-carboxylate C1(CC1)N1CCN(CC1)C1=CC=2N=CN=C(C2N=C1)C1CCN(CC1)C(=O)OC(C)(C)C